ClC=1C(=C(NC2=NC=NC3=CC=C(C=C23)C23CN(CCC3C2)C(=O)OCC2=CC=CC=C2)C=CC1Cl)F benzyl 1-[4-(3,4-dichloro-2-fluoro-anilino)quinazolin-6-yl]-3-azabicyclo[4.1.0]heptane-3-carboxylate